n-undecanethiol C(CCCCCCCCCC)S